5-[(1r,3s)-3-methyl-1-(4-methyl-1,2,4-triazol-3-yl)cyclobutyl]pyridin-3-ylimidazo[1,2-a]pyridine-8-carboxamide CC1CC(C1)(C1=NN=CN1C)C=1C=C(C=NC1)C=1N=C2N(C=CC=C2C(=O)N)C1